2-Fluoro-4-{[1-(3-fluoro-benzenesulfonyl)-4-methoxy-2,3-dihydro-1H-indole-6-carbonyl]-amino}-benzoic acid FC1=C(C(=O)O)C=CC(=C1)NC(=O)C1=CC(=C2CCN(C2=C1)S(=O)(=O)C1=CC(=CC=C1)F)OC